BrC1=C(C=CC=C1)CC(=O)NC1=CC=CC=C1 2-(2-bromophenyl)-N-phenylacetamide